CNC(C=CC=1SC=CN1)=O N-methyl-3-(thiazol-2-yl)acrylamide